OC[C@H](C)N1C=NC2=C(C1=O)C=C(N=C2N2C=NC=C2)C2=CC=C(C=C2)OC(F)(F)F (S)-3-(1-hydroxy-prop-2-yl)-8-(1H-imidazol-1-yl)-6-(4-(trifluoromethoxy)-phenyl)pyrido[3,4-d]pyrimidin-4(3H)-one